4-((tert-butyldimethylsilyl)oxy)-2-hydroxybenzaldehyde [Si](C)(C)(C(C)(C)C)OC1=CC(=C(C=O)C=C1)O